1-p-bromophenyl-hexane-1-one BrC1=CC=C(C=C1)C(CCCCC)=O